FC(F)(F)[B]C(F)(F)F bis(trifluoromethyl)boron